2-trifluoromethyl-3-oxazolin-5-one FC(C1OC(C=N1)=O)(F)F